BrC=1C=C(C=C2C(C(=C(OC12)SCC)C)=O)C(F)(F)F 8-bromo-2-ethylthio-3-methyl-6-(trifluoromethyl)chromen-4-one